N-(4-(4,4-difluorocyclohexyl)-2-(4-fluorophenyl)pyridin-3-yl)-2-isopropylpyrimidine-5-carboxamide FC1(CCC(CC1)C1=C(C(=NC=C1)C1=CC=C(C=C1)F)NC(=O)C=1C=NC(=NC1)C(C)C)F